P(O)(=O)(OP(=O)(O)OP(=O)(O)O)OC[C@@H]1[C@H]([C@H]([C@@H](O1)N1C(=O)N=C(N)C=N1)O)O.CC1=C(CP(C2=CC=CC=C2)CC2=C(C=C(C=C2C)C)C)C(=CC(=C1)C)C bis(2,4,6-trimethyl-benzyl)phenyl-phosphine 6-azacytidine-5'-triphosphate